N12CC(CC(CCC1)C2)O azabicyclo[3.3.1]nonan-3-ol